N-(3-(1-((5-(5-(difluoromethyl)-1,3,4-oxadiazol-2-yl)pyridin-2-yl)methyl)-1H-1,2,3-triazol-4-yl)phenyl)acetamide FC(C1=NN=C(O1)C=1C=CC(=NC1)CN1N=NC(=C1)C=1C=C(C=CC1)NC(C)=O)F